tert-butyl (1-(3,6-dimethoxy-5-propylpyridin-2-yl)butan-2-yl)carbamate COC=1C(=NC(=C(C1)CCC)OC)CC(CC)NC(OC(C)(C)C)=O